COC1=NC=C(C=N1)C1=CC=C2NC(C=3N(C2=C1)C(=NC3)C3=CC(=C(C=C3)N3CCNCC3)C(F)(F)F)=O 8-(2-methoxypyrimidin-5-yl)-1-(4-(piperazin-1-yl)-3-trifluoromethylphenyl)-imidazo[1,5-a]quinoxalin-4(5H)-one